5-[2-(2,6-dichloropyridin-4-yl)-5-[(4-methoxyphenyl)methoxy]phenyl]-4-methyl-1,2,4-triazole-3-thiol ClC1=NC(=CC(=C1)C1=C(C=C(C=C1)OCC1=CC=C(C=C1)OC)C=1N(C(=NN1)S)C)Cl